Cl.C(C1=CC=CC=C1)OC=1C=C2C(=C(N(C2=CC1)C1=CC(=C(C=C1)F)C)C(C)C)C1CC(C1)C(=O)NN 3-[5-benzyloxy-1-(4-fluoro-3-methyl-phenyl)-2-isopropyl-indol-3-yl]cyclobutanecarbohydrazide hydrochloride